(S)-1-(6-((2-(2-fluoro-6-methoxyphenyl)pyrimidin-4-yl)amino)-6'-((4-hydroxypiperidin-1-yl)methyl)-[3,3'-bipyridin]-4-yl)piperidin-3-ol FC1=C(C(=CC=C1)OC)C1=NC=CC(=N1)NC1=CC(=C(C=N1)C=1C=NC(=CC1)CN1CCC(CC1)O)N1C[C@H](CCC1)O